C1=CC(=CC=C1C2=CC=C(C=C2)[N+](=O)[O-])C3=CC=C(C=C3)[N+](=O)[O-] 4,4''-dinitro-p-terphenyl